N-methyl-2-(2-((6-(pyridin-4-yl)benzo[d]-thiazol-2-yl)amino)pyridin-4-yl)acetamide CNC(CC1=CC(=NC=C1)NC=1SC2=C(N1)C=CC(=C2)C2=CC=NC=C2)=O